ClC1=C(C=CC=C1C1=CC=C(C(=N1)OC)CNC[C@@H]1CCC(N1)=O)C1=C(C(=CC=C1)NC1=NC=CC=2C1=NC=CN2)C (S)-5-((((6-(2-chloro-2'-methyl-3'-(pyrido[3,4-b]pyrazin-5-ylamino)-[1,1'-biphenyl]-3-yl)-2-methoxypyridin-3-yl)methyl)amino)methyl)pyrrolidin-2-one